tert-butyl (3-(4-(1-benzyl-5-isopropoxy-1H-benzo[d]imidazol-2-yl)-3-chlorophenoxy)propyl)carbamate C(C1=CC=CC=C1)N1C(=NC2=C1C=CC(=C2)OC(C)C)C2=C(C=C(OCCCNC(OC(C)(C)C)=O)C=C2)Cl